FC1=C(C(=CC=C1)OC)N1N=C2C(=CC1=O)NN=C2C2=CC=C(C=C2)N2CCC(CC2)(C)O 5-(2-Fluoro-6-methoxyphenyl)-3-(4-(4-hydroxyl-4-methylpiperidin-1-yl)phenyl)-1H-pyrazolo[4,3-c]pyridazin-6(5H)-on